6-(2-amino-5-bromo-6-fluoropyridin-3-yl)phthalazin-1(2H)-one NC1=NC(=C(C=C1C=1C=C2C=NNC(C2=CC1)=O)Br)F